COC=1C=C2C3C(NC2=CC1)C1C2=C(C(N1CC3)=O)C=CC=C2 10-Methoxy-7,8,8a,13,13a,13b-hexahydro-5H-benzo[1,2]indolizino[8,7-b]indol-5-one